6-((4-methoxybenzyl)thio)-3H-[1,2,3]triazolo[4,5-b]pyridine COC1=CC=C(CSC=2C=C3C(=NC2)NN=N3)C=C1